FC1=CC=C(OC2=C(C(=O)NC3=CC(=CC=C3)S(N)(=O)=O)C=CC(=C2)C(C(F)(F)F)(F)F)C=C1 2-(4-fluorophenoxy)-4-(perfluoroethyl)-N-(3-sulfamylphenyl)benzamide